(E)-3-[(2R,3R)-3-(Hydroxymethyl)-2-(3-methoxy-4-phenylmethoxyphenyl)-2,3-dihydro-1,4-benzodioxin-6-yl]-1-[2,4,6-tris(methoxymethoxy)phenyl]prop-2-en-1-one OC[C@H]1OC2=C(O[C@@H]1C1=CC(=C(C=C1)OCC1=CC=CC=C1)OC)C=CC(=C2)/C=C/C(=O)C2=C(C=C(C=C2OCOC)OCOC)OCOC